COC1=CC=C(C=C1)CNC(C(=O)OCC)\C=C\C(C)(C)C ethyl (E)-2-{[(p-methoxyphenyl)methyl]amino}-5,5-dimethyl-3-hexenoate